2-cyclohexyl-6-methylcyclohexa-2,5-diene-1,4-dione C1(CCCCC1)C=1C(C(=CC(C1)=O)C)=O